FC(CC1=C(OCC2=C(C=C(C=C2)C2C=3C(NC(C2)=O)=NNC3)OC)C=CC(=C1)CC(F)(F)F)(F)F (+)-4-(4-{[2,4-bis(trifluoroethyl)phenoxy]methyl}-3-methoxyphenyl)-2H,4H,5H,6H,7H-pyrazolo[3,4-b]pyridin-6-one